4-amino-N-[4-(methoxymethyl)phenyl]-7-(1-methylcyclopropyl)-6-(3-thiomorpholinoprop-1-yn-1-yl)-7H-pyrrolo[2,3-d]pyrimidine-5-carboxamide NC=1C2=C(N=CN1)N(C(=C2C(=O)NC2=CC=C(C=C2)COC)C#CCN2CCSCC2)C2(CC2)C